(6-fluoro-2-methoxy-3-methylphenyl)boronic acid FC1=CC=C(C(=C1B(O)O)OC)C